C(C)(C)(C)OC(N[C@@H](C(=O)N[C@H](C)C1=CC(=CC=C1)OC)[C@H](C)O)=O ((2R,3S)-3-hydroxy-1-(((R)-1-(3-methoxyphenyl)ethyl)amino)-1-oxobutan-2-yl)carbamic acid tert-butyl ester